2-Methyl-6-oxo-4-phenyl-1,4,5,6-tetrahydrocyclopenta[b]pyrrole-3-carboxylic acid ethyl ester C(C)OC(=O)C=1C2=C(NC1C)C(CC2C2=CC=CC=C2)=O